C1CCC2=C(C=3CCCC3C=C12)NC(=O)N=S(=O)(N)C=1C=NN2C1OCC(C2)(C)COC N'-((1,2,3,5,6,7-hexahydro-s-indacen-4-yl)carbamoyl)-6-(methoxymethyl)-6-methyl-6,7-dihydro-5H-pyrazolo[5,1-b][1,3]oxazine-3-sulfonimidamide